β-methallyl chloride CC(=C)CCl